CN(C(C=C)=O)CC1CC(CC1)C=1C=2N(C=C(N1)C=1C=NN(C1)C)N=CC2 rac-N-methyl-N-((3-(6-(1-methyl-1H-pyrazol-4-yl)pyrazolo[1,5-a]pyrazin-4-yl)cyclopentyl)methyl)acrylamide